C(C1=CC=CC=C1)OC1CC(CCC1)(C1=C(C=CC=C1)CO)CO (3-(benzyloxy)-1-(2-(hydroxymethyl)phenyl)cyclohexyl)methanol